(4E,6e)-6,10-dimethylundeca-1,4,6,9-tetraene C/C(/C=C/CC=C)=C\CC=C(C)C